C(C1=CC=C(C=C1)OC)(=O)O Para-Anisic Acid